BrC=1C=C2C=NN=C(C2=C(C1)N1CCC2(CC2)CC1)NC1=CC(=CC(=C1)C)N1CCC(CC1)(F)F 6-bromo-N-(3-(4,4-difluoropiperidin-1-yl)-5-methylphenyl)-8-(6-azaspiro[2.5]octan-6-yl)phthalazin-1-amine